(S)-1-(4-(7-Bromo-8-chloro-6-fluoro-4-((1-methylpyrrolidin-2-yl)methoxy)-1H-[1,2,3]triazolo[4,5-c]quinolin-1-yl)piperidin-1-yl)prop-2-en-1-one BrC=1C(=CC=2C3=C(C(=NC2C1F)OC[C@H]1N(CCC1)C)N=NN3C3CCN(CC3)C(C=C)=O)Cl